C(CCCCCCCCCCCCC)(=O)OC(CCSCCC(=O)OC(CCCCCCCCCCCCC)=O)=O dimyristoyl-3,3'-thio-dipropionate